OB1C2=C(C(=NO1)C1CC(C1)NS(=O)(=O)CCC)C1=C(N=C2)NC=C1 N-((1s,3s)-3-(4-hydroxy-4,7-dihydropyrrolo[3',2':5,6]pyrido[4,3-d][1,2,6]oxazaborinin-1-yl)cyclobutyl)propane-1-sulfonamide